N-(4-(4-(3-(2,6-dioxopiperidin-3-yl)benzyl)piperazin-1-yl)-3-(trifluoromethyl)phenyl)-3-(imidazo[1,2-b]pyridazin-3-ylethynyl)-4-methylbenzamide O=C1NC(CCC1C=1C=C(CN2CCN(CC2)C2=C(C=C(C=C2)NC(C2=CC(=C(C=C2)C)C#CC2=CN=C3N2N=CC=C3)=O)C(F)(F)F)C=CC1)=O